6-(1H-imidazol-1-yl)-N-(pyridin-3-yl)picolinamide trilauryl-isocitrate C(CCCCCCCCCCC)OC(C(O)C(C(=O)OCCCCCCCCCCCC)CC(=O)OCCCCCCCCCCCC)=O.N1(C=NC=C1)C1=CC=CC(=N1)C(=O)NC=1C=NC=CC1